(S)-2-amino-N-((phenyl-d5)methyl-d2)propionamide N[C@H](C(=O)NC([2H])([2H])C1=C(C(=C(C(=C1[2H])[2H])[2H])[2H])[2H])C